C(#C)C1=CC(=NC=2N=C(N=CC21)NC2=CC=C(C=C2)N2CCN(CC2)C)NC(=O)N(C)C 1-(5-ethynyl-2-{[4-(4-methylpiperazin-1-yl)phenyl]amino}pyrido[2,3-d]pyrimidin-7-yl)-3,3-dimethylurea